sodium hexyl-sulfate salt C(CCCCC)OS(=O)(=O)[O-].[Na+]